1-((3,3-Difluoro-1-methylcyclobutyl)methyl)-3-(1-fluorocyclopropyl)-N-(3-(S-methylsulfonimidoyl)phenyl)-4-(trifluoromethyl)-1H-pyrazole-5-carboxamide FC1(CC(C1)(C)CN1N=C(C(=C1C(=O)NC1=CC(=CC=C1)S(=O)(=N)C)C(F)(F)F)C1(CC1)F)F